N(=C=S)C=1SC(=CC1)N=C=S 2,5-diisothiocyanatothiophene